bis(9,9-dimethylfluoren-2-yl)phenylamine CC1(C2=CC=CC=C2C=2C=CC(=CC12)N(C1=CC=CC=C1)C1=CC=2C(C3=CC=CC=C3C2C=C1)(C)C)C